(S)-4-(iodomethyl)-2,2-dimethyl-1,3-dioxolane IC[C@H]1OC(OC1)(C)C